The molecule is a polyunsaturated fatty acid anion that is the conjugate base of 13S-HOTrE arising from deprotonation of the carboxylic acid function; major species at pH 7.3. It is a long-chain fatty acid anion and a hydroxy polyunsaturated fatty acid anion. It is a conjugate base of a 13(S)-HOTrE. CC/C=C\\C[C@@H](/C=C/C=C\\CCCCCCCC(=O)[O-])O